2-(1-Fluoronaphthalen-2-yl)-5-methyloctahydropyrrolo[3,4-c]pyrrole FC1=C(C=CC2=CC=CC=C12)N1CC2CN(CC2C1)C